NC=1SC(=C(N1)C=1C=C(C#N)C=CC1)C=1C=C(C=2N(C1)C(=CN2)C)C 3-[2-amino-5-(3,8-dimethylimidazo[1,2-a]pyridin-6-yl)thiazol-4-yl]benzonitrile